spiro-[1,2-dioxetan-3,2'-adamantan] C12C3(C4CC(CC(C1)C4)C2)OOC3